OCC1(CCC1)NC=1C2=C(N=C(N1)C#C[Si](C)(C)C)CCCS2(=O)=O ((1-(hydroxymethyl)cyclobutyl)amino)-2-((trimethylsilyl)ethynyl)-7,8-dihydro-6H-thiopyrano[3,2-d]pyrimidine 5,5-dioxide